OC1=C(C=C(C=C1)NC(C1=C(C=C(C=C1)O)O)=O)OCC 2,4-dihydroxybenzoic acid-N-(4-hydroxy-3-ethoxy-phenyl) amide